(3R,10S)-3-((1H-pyrazol-1-yl)methyl)-7-((2S,5R)-4-acryloyl-2,5-dimethylpiperazin-1-yl)-9-chloro-10-(5-methyl-1H-indazol-4-yl)-2,3-dihydro-5H-[1,4]oxazino[2,3,4-ij]quinazolin-5-one N1(N=CC=C1)C[C@@H]1COC=2C(=C(C=C3C(=NC(N1C23)=O)N2[C@H](CN([C@@H](C2)C)C(C=C)=O)C)Cl)C2=C3C=NNC3=CC=C2C